C(C)N1C(=NC=2C(=NC=3C=C(C=CC3C21)N2N=CC=C2)N)CNCC 1-ethyl-2-((ethylamino)methyl)-7-(1H-pyrazol-1-yl)-1H-imidazo[4,5-c]quinolin-4-amine